C(#N)[C@H]1N(CC(C1)(F)F)C(=O)[C@@H]1C[C@H](C(N1)=O)CC(=O)N1CC(CC1)C(=O)NCCOCCOCCC(=O)N[C@@H](CC1=CC=C(C=C1)O)C(=O)O (3-(2-(2-(1-(2-((3S,5S)-5-((S)-2-cyano-4,4-difluoropyrrolidine-1-carbonyl)-2-oxopyrrolidin-3-yl)acetyl)pyrrolidine-3-carboxamido)ethoxy)ethoxy)propanoyl)-L-tyrosine